S1C(=NC2=C1C=CC=C2)C(CC2=CC(=CC=C2)C(N)=N)NS(=O)(=O)C=2C=C(C(=O)NC1CCOCC1)C=CC2 3-[[1-(1,3-benzothiazol-2-yl)-2-(3-carbamimidoylphenyl)ethyl]sulfamoyl]-N-tetrahydropyran-4-yl-benzamide